tert-Butyl (2S)-2-({(1S)-1-cyano-2-[4-(3-methyl-2-oxo-2,3-dihydro-1,3-benzoxazolyl)phenyl]ethyl}carbamoyl)-1,4-oxazepane-4-carboxylate C(#N)[C@H](CC1=CC=C(C=C1)C1=CC=CC2=C1N(C(O2)=O)C)NC(=O)[C@H]2OCCCN(C2)C(=O)OC(C)(C)C